(E)-14-oxooctadec-12-enoic acid O=C(/C=C/CCCCCCCCCCC(=O)O)CCCC